F\C=C/1\CC2(CCCN2C1)COC=1N=C(C2=C(N1)CN(CC2)C(=O)OC(C)(C)C)OC tert-butyl (Z)-2-((2-(fluoromethylene)tetrahydro-1H-pyrrolizin-7a(5H)-yl)methoxy)-4-methoxy-5,8-dihydropyrido[3,4-d]pyrimidine-7(6H)-carboxylate